[N+](=O)([O-])C1=C2CCC=C2C=C2CCC=C12 8-nitro-2,3,6,7-tetrahydro-s-indacen